(1R,2S,5S)-3-(Toluene-4-sulfonyl)-3-azabicyclo[3.1.0]hexane CC1=CC=C(C=C1)S(=O)(=O)N1C[C@@H]2C[C@@H]2C1